ClC=1C=C(C=C(C1)NS(=O)(=O)C)NC(=O)C=1SC(=C(C1)C1=NC=C(C=C1OCC1=CC(=CC(=C1)C(F)(F)F)F)F)CO N-(3-chloro-5-(methylsulfonamido)phenyl)-4-(5-fluoro-3-((3-fluoro-5-(trifluoromethyl)benzyl)oxy)pyridin-2-yl)-5-(hydroxymethyl)thiophene-2-carboxamide